COC1=NC2=CC(=CC=C2C=C1C(=O)N)C=1SC=NN1 2-methoxy-7-(1,3,4-thiadiazol-2-yl)quinoline-3-carboxamide